(R)-(6-aminopyridin-3-yl)(3-methylmorpholino)methanone NC1=CC=C(C=N1)C(=O)N1[C@@H](COCC1)C